(1-(6-(2,4-difluorophenoxy)pyridin-3-yl)ethyl)-1-methyl-2-oxo-2,3-dihydro-1H-benzimidazole-5-carboxamide FC1=C(OC2=CC=C(C=N2)C(C)N2C(N(C3=C2C=C(C=C3)C(=O)N)C)=O)C=CC(=C1)F